N-(tert-butoxycarbonyl)-4-methyl-L-leucyl-3-[(3S)-2-oxopiperidin-3-yl]-L-alaninate C(C)(C)(C)OC(=O)N[C@@H](CC(C)(C)C)C(=O)OC([C@@H](N)C[C@H]1C(NCCC1)=O)=O